(3R,6S)-cyclohexylmethyl 3-(3-guanidinopropyl)-6-methyl-4,7-dioxo-8-(pyridin-4-ylmethyl)hexahydropyrazino[2,1-c][1,2,4]oxadiazine-1(6H)-carboxylate N(C(=N)N)CCC[C@@H]1C(N2C(N(O1)C(=O)OCC1CCCCC1)CN(C([C@@H]2C)=O)CC2=CC=NC=C2)=O